(2s,3r,4r,5s)-2-(difluoromethyl)-1-phenethyl-piperidine FC([C@H]1N(CCCC1)CCC1=CC=CC=C1)F